[K+].[K+].[K+].[K+].N(C(C(=O)[O-])CC(=O)[O-])C(C(=O)[O-])CC(=O)[O-] iminodisuccinic acid tetrapotassium salt